ONC(=O)C=1C=2CN(CC2C=CC1)C1=NC2=C(N1)C=C(C=C2)C(F)(F)F N-hydroxy-2-(6-(trifluoromethyl)-1H-benzo[d]imidazol-2-yl)isoindoline-4-carboxamide